C(C)(C)N1CCN(CC1)[C@@H]1CNCC1 (S)-1-Isopropyl-4-(pyrrolidin-3-yl)piperazine